FC1=C(C=C(C=C1)C1=C(C(=O)N)C=CC=C1C(F)(F)F)CCC1=NNC(=C1)NC1=NC=CN=C1C (4-fluoro-3-(2-(5-((3-methylpyrazin-2-yl)amino)-1H-pyrazol-3-yl)ethyl)phenyl)-3-(trifluoromethyl)benzamide